C(C)NC(CN1N=C(C=CC1=O)C=1C=NC(=CC1)OC1(COC1)C)=O N-ethyl-2-(3-(6-((3-methyloxetan-3-yl)oxy)pyridin-3-yl)-6-oxopyridazin-1(6H)-yl)acetamide